Phenyl-[4-(2-phenyl-ethyl)-1,4-diazepan-1-yl]methanone C1(=CC=CC=C1)C(=O)N1CCN(CCC1)CCC1=CC=CC=C1